O=C1N(CCC(N1)=O)C1=CC=C(C=C1)N1CCN(CC1)CC1CCC(CC1)NC(OC(C)(C)C)=O tert-butyl N-[4-[[4-[4-(2,4-dioxohexahydropyrimidin-1-yl)phenyl]piperazin-1-yl] methyl]cyclohexyl]carbamate